O=C1OCCN1 (4S)-2-oxo-1,3-oxazolidin